(Z)-2-(2-((5-cyclopropyl-4-oxo-4,5,6,7-tetrahydro-2H-pyrrolo[3,4-c]pyridin-2-yl)methyl)-3-fluoroallyl)isoindoline-1,3-dione C1(CC1)N1C(C=2C(CC1)=CN(C2)C/C(/CN2C(C1=CC=CC=C1C2=O)=O)=C/F)=O